[Cl-].[Cl-].CC=1C(C2=CC=CC(=C2C1)C1=CC=C(C=C1)C(C)(C)C)[Zr+2] 2-methyl-4-(4-t-butylphenyl)indenyl-zirconium dichloride